N-(5-(5-chloro-2-methoxyphenyl)-1-(cyanomethyl)-1H-pyrazol-4-yl)pyrazolo[1,5-a]pyrimidine-3-carboxamide ClC=1C=CC(=C(C1)C1=C(C=NN1CC#N)NC(=O)C=1C=NN2C1N=CC=C2)OC